N-[5-(1H-benzimidazol-2-yl)-1H-pyrazol-3-yl]-6-(4-methylpiperazin-1-yl)pyridazine N1C(=NC2=C1C=CC=C2)C2=CC(=NN2)N2NC=CC=C2N2CCN(CC2)C